OCC[C@]12CCC(C=C1CC[C@H]1[C@@H]3CCC([C@@]3(C)CC[C@H]21)=O)=O 19-hydroxymethyl-4-androsten-3,17-dione